CCP(=O)(OCOC(=O)OC(C)C)OCOC(C(C)(C)C1COCC1C(C(=O)[O-])(C)C)=O (1-((2-ethyl)((((isopropyloxycarbonyl)oxy)methoxy)phosphoryl)oxy)methyl)tetrahydrofuran-3,4-diylbis(2-methylpropionate)